bispyrazino[2,3-f:2',3'-h]quinoxaline-2,3,6,7,10,11-hexanitrile N1=C(C(=NC2=C1C=1N=C(C(=NC1C1=C2N=C(C(=N1)C#N)C#N)C#N)C#N)C#N)C#N